3-methoxy-1-tosyl-7-((2-(trimethylsilyl)ethoxy)methyl)-1,3,4,7-tetrahydro-2H-pyrrolo[3',2':5,6]pyrido[2,3-b][1,4]oxazepine COC1CN(C2=C(OC1)N=C1C(=C2)C=CN1COCC[Si](C)(C)C)S(=O)(=O)C1=CC=C(C)C=C1